2-(2-ethylbutanoylamino)-4-[2-methoxyethyl-[4-(5,6,7,8-tetrahydro-1,8-naphthyridin-2-yl)butyl]amino]butanoic acid C(C)C(C(=O)NC(C(=O)O)CCN(CCCCC1=NC=2NCCCC2C=C1)CCOC)CC